C(C1=CC=CC=C1)OC(=O)NC1(N(CCC1)C(=O)[O-])CO (((benzyloxy)carbonyl)amino)-2-(hydroxymethyl)pyrrolidine-1-carboxylate